NC=1C=CC(=NC1)N1N=C(C(=C1)C1=CN=C(N1C)C(=O)NC1=CC(=C(C=C1)C(NCCOCCNC([C@H]1NC[C@@H](C1)O)=O)=O)Cl)C(F)(F)F 5-[1-(5-amino-2-pyridyl)-3-(trifluoromethyl)pyrazol-4-yl]-N-[3-chloro-4-[2-[2-[[(2S,4R)-4-hydroxyprolyl]amino]ethoxy]ethyl-carbamoyl]phenyl]-1-methyl-imidazole-2-carboxamide